C(C)(C)(C)OC(=O)N1CCN(CC1)C=1C=NC(=CC1)C(NCCOC)=O 4-(6-((2-methoxyethyl)carbamoyl)pyridin-3-yl)piperazine-1-carboxylic acid tert-butyl ester